(5-(1-hydroxypropan-2-yl)-1H-pyrazol-3-yl)(2,6-diazaspiro[3.3]heptan-2-yl)methanone OCC(C)C1=CC(=NN1)C(=O)N1CC2(C1)CNC2